BrC1=C(C=C(C=C1)Br)C1=C(C=CC(=C1)Br)Br 2,2',5,5'-tetrabromo-biphenyl